6-(5-((E)-((1S,2S,5R)-2-fluoro-9-azabicyclo[3.3.1]nonan-3-ylidene)methyl)pyrazin-2-yl)isoquinolin-7-ol F[C@@H]\1[C@@H]2CCC[C@H](C/C1=C\C=1N=CC(=NC1)C=1C=C3C=CN=CC3=CC1O)N2